O=C1C=COC1 4,5-dihydro-4-oxofuran